FC(C1=CC=C(C=C1)C=1N=C(N2C1C=CC=C2)C(=O)N)(F)F 1-(4-(trifluoromethyl)phenyl)imidazo[1,5-a]pyridine-3-carboxamide